COC(=O)C1=CC2=NN(C(=C2S1)I)C 3-iodo-2-methyl-2H-thieno[3,2-c]pyrazole-5-carboxylic acid methyl ester